4'-(4-phenyl-6-(4-(4,4,5,5-tetramethyl-1,3,2-dioxaborolan-2-yl)-[1,1'-biphenyl]-2-yl)-1,3,5-triazin-2-yl)-[1,1'-biphenyl]-4-carbonitrile C1(=CC=CC=C1)C1=NC(=NC(=N1)C1=C(C=CC(=C1)B1OC(C(O1)(C)C)(C)C)C1=CC=CC=C1)C1=CC=C(C=C1)C1=CC=C(C=C1)C#N